N,N-dimethylpyridineamide dihydrochloride Cl.Cl.CN(C(=O)C1=NC=CC=C1)C